iodonium fluorosulfonate salt FS(=O)(=O)[O-].[IH2+]